CN1CCOCC1 N-Methyl-morpholin